COC=1C=C(C=C(C1)OC)C1=CC2=C(N=C(N=C2)SC)C(=N1)NCCN1CCN(CC1)C 6-(3,5-dimethoxyphenyl)-N-(2-(4-methylpiperazin-1-yl)ethyl)-2-(methylthio)pyrido[3,4-d]pyrimidine-8-amine